C(OCCl)(OCCCCCCCC\C=C\CCCCCCCC)=O chloromethyl (E)-octadec-9-en-1-yl carbonate